4-Amino-N-(3-(3-(2-(2,6-dioxopiperidin-3-yl)-1,3-dioxoisoindolin-4-yl)propoxy)propyl)-N-methylpiperidine-1-sulfonamide NC1CCN(CC1)S(=O)(=O)N(C)CCCOCCCC1=C2C(N(C(C2=CC=C1)=O)C1C(NC(CC1)=O)=O)=O